(beta-aminoethyl-gamma-aminopropyl)methyldimethoxysilane NCCC(CC[Si](OC)(OC)C)N